C(C1=CC=CC=C1)OC1=C(C(=O)NC2=C(C(=O)OC)C=CC=C2C(=O)OC)C=C(C(=C1)C(=O)OCC)OCC1=CC=CC=C1 dimethyl 2-(2,5-bis(benzyloxy)-4-(ethoxycarbonyl)benzoylamino)isophthalate